C1(CCC1)NC(C)(C)C1=C2C=C(N=CC2=C(N=C1)OC)NC1=CC=C2C(=N1)CC(OC2=O)(C)C 2-((5-(2-(Cyclobutylamino)propan-2-yl)-8-methoxy-2,7-naphthyridin-3-yl)amino)-7,7-dimethyl-7,8-dihydro-5H-pyrano[4,3-b]pyridin-5-one